N(C1=CC=CC=C1)CCC[Si](OC)(OC)OC γ-anilinopropyltrimethoxysilane